BrC1=CC(=C(C(=O)O)C=C1)NC1=C(C=C(C=C1)F)C 4-bromo-2-((4-fluoro-2-methylphenyl)amino)benzoic acid